C(=C)NC(CCC)=O N-vinyl-n-butyramide